2-(2,6-dichloropyridin-4-yl)morpholine ClC1=NC(=CC(=C1)C1CNCCO1)Cl